carbon silicon-manganese [Mn].[Si].[C]